C(C)(C)(C)OC(=O)N1CCC2(CC(C2)C(C)O)CC1 2-(1-hydroxyethyl)-7-azaspiro[3.5]nonane-7-carboxylic acid tert-butyl ester